3-(2,6-Difluorophenyl)-2-methylthio-4-thioxo-3,4-dihydroquinazoline FC1=C(C(=CC=C1)F)N1C(=NC2=CC=CC=C2C1=S)SC